C1(CC1)C=1N=NN(C1)[C@H](C(=O)N1[C@@H](C[C@H](C1)O)C(=O)N[C@H]1[C@@H](C1)C1=C(C=C(C(=C1)OC)C)OC)C(C)(C)C (2S,4R)-1-[(2S)-2-(4-cyclopropyltriazol-1-yl)-3,3-dimethyl-butanoyl]-N-[(1R,2S)-2-(2,5-dimethoxy-4-methyl-phenyl)cyclopropyl]-4-hydroxy-pyrrolidine-2-carboxamide